[N+](=O)([O-])C1=NN2C(CN(CC2)C(=O)OC(C)(C)C)=C1 tert-Butyl 2-Nitro-6,7-dihydropyrazolo[1,5-a]pyrazine-5(4H)-carboxylate